O=C1NC(CCC1C1=CC=C(C=C1)C1CCN(CC1)CC(=O)OC(C)(C)C)=O tert-butyl 2-[4-[4-(2,6-dioxo-3-piperidyl)phenyl]-1-piperidyl]acetate